C(C)(C)(C)OC(=O)N1CCC2(CC1)C=CC1=CC=CC=C12 spiro[indene-1,4'-piperidine]-1'-carboxylic acid tert-butyl ester